[OH-].[Al+3].[Cl-].[Na+] sodium chloride aluminum hydroxide